C(C)C1=NN=C(O1)N1CC2=CC=C(C=C2C1)C1=C(C#N)C=CC=C1 2-(2-(5-Ethyl-1,3,4-oxadiazol-2-yl)isoindolin-5-yl)benzonitrile